6-[4-(dimethylamino)-5,6-difluoro-8-(methylamino)-9H-pyrido[2,3-b]indol-3-yl]-1-(2-methoxyethyl)-4-oxo-1,8-naphthyridine-3-carboxylic acid CN(C1=C(C=NC=2NC3=C(C=C(C(=C3C21)F)F)NC)C=2C=C1C(C(=CN(C1=NC2)CCOC)C(=O)O)=O)C